ClC1=CN=C2C(=NC(=NN21)C2=C(C=CC=C2F)F)NCC2N(CCC2)CC 7-chloro-2-(2,6-difluorophenyl)-N-((1-ethylpyrrolidin-2-yl)methyl)imidazo[2,1-f][1,2,4]triazin-4-amine